O1CCC(CC1)OC1=NC=CC(=N1)C1=CN=C(S1)NC1=NC=C(C=N1)N1CC2N(C(C1)C2)C(=O)OC(C)(C)C Tert-butyl 3-[2-(5-[2-(oxan-4-yloxy)pyrimidin-4-yl]-1,3-thiazol-2-ylamino)pyrimidin-5-yl]-3,6-diazabicyclo[3.1.1]heptane-6-carboxylate